ClC1=C(C=C(C=C1)C(CNC(=O)C12CC(C1)(C2)NC(OC(C)(C)C)=O)=O)F tert-butyl (3-((2-(4-chloro-3-fluorophenyl)-2-oxoethyl)carbamoyl)bicyclo[1.1.1]pentan-1-yl)carbamate